7-(3,4-dimethoxyphenyl)-N-(4-(dimethylamino)cyclohexyl)pyrazolo[1,5-a]pyrimidine-2-carboxamide COC=1C=C(C=CC1OC)C1=CC=NC=2N1N=C(C2)C(=O)NC2CCC(CC2)N(C)C